4-ethynyl-5-methyl-1-(5-methyl-2-pyridinyl)imidazole-2-carboxamide C(#C)C=1N=C(N(C1C)C1=NC=C(C=C1)C)C(=O)N